N=1OC=C2CN(CCC21)C(=O)OC(C)(C)C tert-butyl 6,7-dihydroisoxazolo[4,3-c]pyridine-5(4H)-carboxylate